styrylphenyl ether sulfosuccinate S(=O)(=O)(O)C(C(=O)O)CC(=O)O.C(=CC1=CC=CC=C1)OC1=CC=CC=C1